C(\C=C(\C)/CCC=C(C)C)CC(=O)O.C(C)(=O)OC\C=C(/CCC=C(C)C)\C [(2Z)-3,7-dimethylocta-2,6-dienyl] acetate Neryl-Acetate